C(C1=CC=CC=C1)OCCN(CCCC1(C(C(=C(C=C1)Br)C)N)N)C 1-(3-{[2-(benzyloxy)ethyl](methyl)amino}propyl)-4-bromo-3-methylbenzene-1,2-diamine